N-[4-fluoro-2-[(3S)-3-(dimethylamino)pyrrolidin-1-yl]-5-[2-[(2R,6S)-2,6-dimethylmorpholin-4-yl]pyrimidin-5-yl]phenyl]-6-oxo-4-(trifluoromethyl)-1H-pyridine-3-carboxamide FC1=CC(=C(C=C1C=1C=NC(=NC1)N1C[C@H](O[C@H](C1)C)C)NC(=O)C1=CNC(C=C1C(F)(F)F)=O)N1C[C@H](CC1)N(C)C